potassium monohydroxy phenylacetate C1(=CC=CC=C1)CC(=O)OO.[K]